Tert-Butyl cis-3-[(Z)-1-(5-methoxy-1-triisopropylsilyl-pyrrolo[2,3-b]pyridin-4-yl)-2-(4,4,5,5-tetramethyl-1,3,2-dioxaborolan-2-yl)vinyl]-4-methyl-piperidine-1-carboxylate COC=1C(=C2C(=NC1)N(C=C2)[Si](C(C)C)(C(C)C)C(C)C)\C(=C/B2OC(C(O2)(C)C)(C)C)\[C@@H]2CN(CC[C@@H]2C)C(=O)OC(C)(C)C